3,7-dimethyloctan-3-yl acetate C(C)(=O)OC(CC)(CCCC(C)C)C